(E)-ethyl 3-(1-(3,5-bis(trifluoromethyl) benzyl)-1H-pyrrolo[2,3-b]pyridin-3-yl)-2-cyanoacrylate FC(C=1C=C(CN2C=C(C=3C2=NC=CC3)/C=C(/C(=O)OCC)\C#N)C=C(C1)C(F)(F)F)(F)F